3-methyl-1-((S)-1-phenylethyl)-N5-((tetrahydrofuran-3-yl)methyl)-1H-pyrazole-3,5-dicarboxamide CC1(NN(C(=C1)C(=O)NCC1COCC1)[C@@H](C)C1=CC=CC=C1)C(=O)N